(1R,2S,5S)-3-[(2S,3R)-3-tert-butoxy-2-(thiazol-2-ylamino)butanoyl]-6,6-dimethyl-3-azabicyclo[3.1.0]hexane-2-carboxylic acid C(C)(C)(C)O[C@@H]([C@@H](C(=O)N1[C@@H]([C@H]2C([C@H]2C1)(C)C)C(=O)O)NC=1SC=CN1)C